2-[(2r,3s)-2-amino-3-fluorobutyl]-3-bromo-5-chloro-N-[(1,3-thiazol-2-yl)methyl]thieno[3,2-b]pyridin-7-amine N[C@H](CC1=C(C2=NC(=CC(=C2S1)NCC=1SC=CN1)Cl)Br)[C@H](C)F